[N+](=O)([O-])C1=CC=C(OC2CC(C2)CNC(OC(C)(C)C)=O)C=C1 tert-butyl (((1s,3s)-3-(4-nitrophenoxy)cyclobutyl)methyl)carbamate